C(#N)CC1(CN(CC1)C(C1=C(C=C(C=C1)F)C(F)(F)F)=O)N1N=CC(=C1)C1=CC=CC=2N1N=C(N2)NC(=O)C2CC2 N-(5-(1-(3-(cyanomethyl)-1-(4-fluoro-2-(trifluoromethyl)benzoyl)pyrrolidin-3-yl)-1H-pyrazol-4-yl)-[1,2,4]triazolo[1,5-a]pyridin-2-yl)cyclopropylcarboxamide